N-(2-(1-(4-((2,6-dioxopiperidin-3-yl)amino)benzyl)piperidin-4-yl)-6-methoxy-2H-indazol-5-yl)-3-(trifluoromethyl)benzamide O=C1NC(CCC1NC1=CC=C(CN2CCC(CC2)N2N=C3C=C(C(=CC3=C2)NC(C2=CC(=CC=C2)C(F)(F)F)=O)OC)C=C1)=O